heptadecan-9-yl 8-((3-((4-cyano-5-oxo-2,5-dihydrofuran-3-yl)amino)propyl)(8-oxo-8-(undecan-3-yloxy)octyl)amino)octanoate trifluoroacetate salt FC(C(=O)O)(F)F.C(#N)C1=C(COC1=O)NCCCN(CCCCCCCC(=O)OC(CCCCCCCC)CCCCCCCC)CCCCCCCC(OC(CC)CCCCCCCC)=O